ethyl 4-chloro-5-methylpicolinate ClC1=CC(=NC=C1C)C(=O)OCC